C(C)(C)C1=C(C(=CC=C1)C(C)C)N1C(=NC=C1)C1=CC=CC=C1 N-(2,6-diisopropylphenyl)-2-phenyl-1H-imidazole